Cl.C1(=CC=CC=C1)CCC[C@H](N)B1OC(C(O1)(C)C)(C)C (R)-4-phenyl-1-(4,4,5,5-tetramethyl-1,3,2-dioxaborolan-2-yl)butan-1-amine hydrochloride